1,2-epoxyhexane C1C(CCCC)O1